C(C)(C)(C)OC(=O)N1CCN(CC1)CC(=O)NC=1C=CC(=C(C(=O)O)C1)F 5-(2-(4-(tert-butoxycarbonyl)piperazin-1-yl)acetamido)-2-fluorobenzoic acid